1-(4-(1-isopropyl-4-(trifluoromethyl)-1H-imidazol-2-yl)benzyl)-1-(2-(2-isopropylphenyl)-6,7-dihydro-5H-cyclopenta[d]pyrimidin-4-yl)-3,3-dimethylurea C(C)(C)N1C(=NC(=C1)C(F)(F)F)C1=CC=C(CN(C(=O)N(C)C)C=2C3=C(N=C(N2)C2=C(C=CC=C2)C(C)C)CCC3)C=C1